4-[(2-chloro-4-fluorophenyl)methoxy]-aniline ClC1=C(C=CC(=C1)F)COC1=CC=C(N)C=C1